C(C)(=O)O (P)-Acetic acid